FC=1OC(OC1F)(C(F)(F)F)C(F)(F)F 4,5-difluoro-2,2-bis(trifluoromethyl)-1,3-dioxole